C(CCC)N(CCCCO)C1=C(C(=NN1)OC)C(F)(F)F 4-[butyl-(3-methoxy-4-trifluoromethyl-1H-pyrazol-5-yl)amino]-1-butanol